BrC1=CC=C(C=C1)CCC1CC1 1-bromo-4-(2-cyclopropylethyl)benzene